C1(=CC=CC2=CC3=CC4=CC5=CC=CC=C5C=C4C=C3C=C12)CC pentacenyl-ethane